[OH-].[Mn+2].[Cu+2].[OH-].[OH-].[OH-] copper-manganese hydroxide